2-(6-isobutyl-4-(1-((4-methyl-4H-1,2,4-triazol-3-yl)methyl)cyclobutyl)pyridin-2-yl)-6-(((1-methylcyclobutyl)amino)methyl)-4-(trifluoromethyl)isoindolin-1-one formate C(=O)O.C(C(C)C)C1=CC(=CC(=N1)N1C(C2=CC(=CC(=C2C1)C(F)(F)F)CNC1(CCC1)C)=O)C1(CCC1)CC1=NN=CN1C